2,6-diisopropyl-4-hydroxyaniline C(C)(C)C1=C(N)C(=CC(=C1)O)C(C)C